1-(4-chlorobenzyl)-3-(6-(pyridin-4-ylmethoxy)spiro[3.3]heptan-2-yl)urea ClC1=CC=C(CNC(=O)NC2CC3(C2)CC(C3)OCC3=CC=NC=C3)C=C1